COC=1C=C(C=CC1NCC#CC=1N(C2=CC=CC(=C2C1)NC1CCC(CC1)N1CCCC1)CC(F)(F)F)S(=O)(=O)N 3-methoxy-4-((3-(4-(((1R,4R)-4-(pyrrolidin-1-yl)cyclohexyl)amino)-1-(2,2,2-trifluoroethyl)-1H-indol-2-yl)prop-2-yn-1-yl)amino)-benzenesulfonamide